CC1=C(C(=NO1)C)C(N)C1=CC=CC=C1 (dimethyl-1,2-oxazol-4-yl)(phenyl)methanamine